3'-acryloyl-6-(dimethylamino)-1'-p-tolylspiro[indoline-2,2'-piperidine] C(C=C)(=O)C1C2(N(CCC1)C1=CC=C(C=C1)C)NC1=CC(=CC=C1C2)N(C)C